NC=1C(=NC(=CN1)C1=C(C=C(C=C1)NC(C(O)C1=CC(=CC(=C1)F)F)=O)C)C(=O)NC1CCOCC1 3-amino-6-(4-(2-(3,5-difluorophenyl)-2-hydroxyacetamido)-2-methylphenyl)-N-(tetrahydro-2H-pyran-4-yl)pyrazine-2-carboxamide